[C@@H]12N(CC[C@@H](NC1)C2)C(=O)OC(C)(C)C tert-butyl (1S,5R)-2,6-diazabicyclo[3.2.1]octane-2-carboxylate